methyl Chlorodifluoroacetate ClC(C(=O)OC)(F)F